[N+](=O)([O-])C=1C=NN2C1NC(CC2)=O 3-nitro-6,7-dihydropyrazolo[1,5-a]pyrimidin-5(4H)-one